2-amino-4-(butylamino)-6-(2-methoxy-4-(pyrrolidin-1-ylmethyl)benzyl)pyrimidine NC1=NC(=CC(=N1)NCCCC)CC1=C(C=C(C=C1)CN1CCCC1)OC